FC1=C2C(NC(=NC2=CC(=C1)OCC1CCNCC1)CSC1CCO1)=O 5-fluoro-2-[(oxetan-4-ylsulfanyl)methyl]-7-(piperidin-4-ylmethoxy)-3H-quinazolin-4-one